1,4-DIMETHYL-1H-IMIDAZOLE-2-CARBALDEHYDE CN1C(=NC(=C1)C)C=O